C(=O)(C=C)N1CCN(CC1)C=1C2=C(N(C(N1)=O)C[C@H]1N(CCC1)C)CN(CC2)C2=C1C=NNC1=CC=C2C (S)-4-(4-Acrylpiperazin-1-yl)-7-(5-methyl-1H-indazol-4-yl)-1-((1-methylpyrrolidin-2-yl)methyl)-5,6,7,8-tetrahydropyrido[3,4-d]pyrimidin-2(1H)-one